(3-methoxy-5-((4-(trifluoromethoxy)benzyl)oxy)phenyl)propionic acid COC=1C=C(C=C(C1)OCC1=CC=C(C=C1)OC(F)(F)F)C(C(=O)O)C